2-((4-(1,5-dimethyl-4-(pyridin-4-yl)-1H-pyrazol-3-yl)phenoxy)methyl)quinoline CN1N=C(C(=C1C)C1=CC=NC=C1)C1=CC=C(OCC2=NC3=CC=CC=C3C=C2)C=C1